1-tert-butyl 5-methyl 6-methyl-3-(prop-1-en-2-yl)-1H-pyrrolo[3,2-b]pyridine-1,5-dicarboxylate CC=1C=C2C(=NC1C(=O)OC)C(=CN2C(=O)OC(C)(C)C)C(=C)C